BrC1=NC=CC(=C1F)NC(=O)N1CC=2C(=NN3C2C(CC[C@@](C3)(O)C#C)(F)F)C[C@H]1C |o1:21| (3R,8R*)-N-(2-Bromo-3-fluoropyridin-4-yl)-8-ethynyl-11,11-difluoro-8-hydroxy-3-methyl-3,4,8,9,10,11-hexahydro-1H-pyrido[4',3':3,4]pyrazolo[1,5-a]azepine-2(7H)-carboxamide